C[Si](C1=CC=C(C=C1)B(O)O)(C)C 4-(trimethylsilyl)-phenylboronic acid